C(CCCCC)N(CCN(CCN(CCN(C)CCCCCC)C)C)C N,N'''-dihexyl-N,N',N'',N'''-tetramethyl(triethylenetetraamine)